ClC1=C(C(=C(N1)C(=O)OC)C1=CC(=C(C=C1)C(NCC1(CC1)F)=O)OC)C1=C(C=C(C=C1)[N+](=O)[O-])C methyl 5-chloro-3-(4-(((1-fluorocyclopropyl) methyl) carbamoyl)-3-methoxyphenyl)-4-(2-methyl-4-nitrophenyl)-1H-pyrrole-2-carboxylate